C(=O)O.CN1C[C@@H](CCC1)NC1=NN=C(C2=CC=CC=C12)C1=C(C=C(C=C1)C(F)(F)F)NC(C)=O N-[2-(4-{[(3R)-1-methylpiperidin-3-yl]amino}phthalazin-1-yl)-5-(trifluoromethyl)phenyl]acetamide formate